CCC(C(=O)N)(C)C DIMETHYLISOBUTYRAMIDE